5-(1-aminoisoquinolin-7-yl)-1'-(carboxymethyl)-2,3-dihydrospiro[indene-1,4'-piperidine] NC1=NC=CC2=CC=C(C=C12)C=1C=C2CCC3(CCN(CC3)CC(=O)O)C2=CC1